O1C(=NC2=C1C=CC=C2)C2=CC=C(C=C2)N(C2=CC=C(C=C2)C2=CC1=C(N=C(O1)C1=CC3=CC=CC=C3C=C1)C=C2)C2=CC=C(C=C2)C=2SC1=C(C2)C=CC=C1 N-(4-Benzooxazol-2-yl-phenyl)-N-(4-Benzothiophen-2-yl-phenyl)-N-{4-(2-naphthalen-2-yl-Benzooxazol-6-yl)-phenyl}-amine